C(CCCC)N Pentanamine